(E)-3-fluoro-1-phenyl-1H-pyrazole FC1=NN(C=C1)C1=CC=CC=C1